[K].C(CC)N[C@@H](CCO)C(=O)O Propylhomoserin potassium